bis(1,2-ethylenediamine) gold chloride [Au](Cl)(Cl)Cl.C(CN)N.C(CN)N